1,1-dichloro-1,3,3,3-tetramethyldisilazane Cl[Si](N[Si](C)(C)C)(C)Cl